2-Methyl-5-(3-(difluoromethoxy)phenyl)-N-(3-(2-methyl-2-aminopropyl)-1,2,4-thiadiazole-5-yl)furan-3-carboxamide CC=1OC(=CC1C(=O)NC1=NC(=NS1)CC(C)(N)C)C1=CC(=CC=C1)OC(F)F